3-(5-oxohexyloxy)pyrrolidine-1-carboxylic acid (R)-tert-butyl ester C(C)(C)(C)OC(=O)N1CC(CC1)OCCCCC(C)=O